6-(dimethylamino)picolinaldehyde CN(C1=CC=CC(=N1)C=O)C